ClCCCC(C#N)(C)O 5-chloro-2-hydroxy-2-methylpentanenitrile